C(C)OC(=O)C1(C(C2=CC=CC=C2C1)=O)CCC.FC1=C(C(=O)NCC23CCC(CC2)(CC3)C3=NC(=NO3)C=3N=NC(=CC3)OC)C=C(C(=C1F)O)F 2,3,5-Trifluoro-4-hydroxy-N-({4-[3-(6-methoxypyridazin-3-yl)-1,2,4-oxadiazol-5-yl]bicyclo[2.2.2]octan-1-yl}methyl)benzamide ethyl-1-oxo-2-propyl-2,3-dihydro-1H-indene-2-carboxylate